C1(CCCC1)C1=NNC2=C1N=C(NC2=O)CC2=C(C=CC(=C2)F)OCCN2CCOCC2 3-cyclopentyl-5-[5-fluoro-2-(2-morpholin-4-yl-ethoxy)-benzyl]-1,6-dihydro-pyrazolo[4,3-d]pyrimidin-7-one